N-[6-(11,12-dibromo-11,12-dihydro-6H-dibenzo[b,f]azocin-5-yl)-6-oxo-hexyl]-2,2,2-trifluoro-N-methyl-acetamide BrC1C(C2=C(N(CC3=C1C=CC=C3)C(CCCCCN(C(C(F)(F)F)=O)C)=O)C=CC=C2)Br